di-tert-pentoxy(n-butylamino)silane C(C)(C)(CC)O[SiH](NCCCC)OC(C)(C)CC